ClC1=CC=2N=CN=C(C2C=N1)OC1=CC=C(C=C1)NC(=O)C1(CC1)C(=O)NC1=CC=C(C=C1)F 1-N-[4-(7-chloropyrido[4,3-d]pyrimidin-4-yl)oxy-phenyl]-1-N'-(4-fluorophenyl)cyclopropane-1,1-dicarboxamide